C1(=CC=CC=C1)/C=C/C(=O)C1=CC=C(OCCCC(=O)O)C=C1 4-[4-[(E)-3-Phenylprop-2-enoyl]phenoxy]butanoic acid